trans-Ethyl-7-methyl-8-((3,4,5-trifluorophenyl)carbamoyl)-1,3a,4,10,11,11a-hexahydro-7H-dipyrrolo[3,4-b:3',4'-f][1,4,5]oxathiazonin-2(3H)-carboxylat-5,5-dioxid C(C)C1N(CC2NS(C=3C(OCCC21)=C(N(C3)C)C(NC3=CC(=C(C(=C3)F)F)F)=O)(=O)=O)C(=O)[O-]